O=C1NC=CC2=CC(=CC=C12)NC(C(C1=CSC=C1)N(C)C)=O N-(1,2-dihydro-1-oxo-6-isoquinolinyl)-α-(dimethylamino)-3-thiopheneacetamide